C(=O)(OCC)C1C(NCCC1)=O 3-Carbethoxy-2-piperidone